3-methyl-6-oxocyclohex-1-ene-1,3-dicarboxylate CC1(C=C(C(CC1)=O)C(=O)[O-])C(=O)[O-]